NC1=NC=NC=2N(C3=CC=C(C=C3C21)NC(=O)NC)CC(=O)N2[C@@H]1C[C@@H]1C[C@H]2C(=O)NC2=NC(=CC=C2)Br (1R,3S,5R)-2-(2-(4-amino-6-(3-methylureido)-9H-pyrimido[4,5-b]indol-9-yl)acetyl)-N-(6-bromopyridin-2-yl)-2-azabicyclo[3.1.0]hexane-3-carboxamide